C(C)(C)(C)OC(=O)N1C(=C(C2=CC(=CC(=C12)F)F)C1CC(C1)(O)C#N)C1=CC=C(C=C1)F.CC=1N=C(SC1C)N1N([NH2+]C(=N1)C1=CC(=CC=C1)OCC(=O)O)C1=CC=C(C=C1)S(=O)(=O)O 3-(4,5-dimethylthiazol-2-yl)-5-(3-carboxymethoxyphenyl)-2-(4-sulfophenyl)-2H-tetrazolium tert-butyl-3-(3-cyano-3-hydroxy-cyclobutyl)-5,7-difluoro-2-(4-fluorophenyl)indole-1-carboxylate